1-benzyl-4,5-diiodo-1,2,3-triazole C(C1=CC=CC=C1)N1N=NC(=C1I)I